tert-butyl-5-bromopentylcarbamate C(C)(C)(C)OC(NCCCCCBr)=O